1-(2,4-dimethylphenyl)-3-((5-(2,6-dioxopiperidin-3-yl)-6-oxo-5,6-dihydro-4H-thieno[2,3-c]pyrrol-2-yl)methyl)urea CC1=C(C=CC(=C1)C)NC(=O)NCC1=CC2=C(C(N(C2)C2C(NC(CC2)=O)=O)=O)S1